C(\C=C(\C)/CCC=C(C)C)C1C2(C(C(C(C3(C4(C(C(C(C5(C(C(C(C(C(C=C1)=C32)=C54)(C\C=C(\C)/CCC=C(C)C)C\C=C(\C)/CCC=C(C)C)(C\C=C(\C)/CCC=C(C)C)C\C=C(\C)/CCC=C(C)C)(C\C=C(\C)/CCC=C(C)C)C\C=C(\C)/CCC=C(C)C)C\C=C(\C)/CCC=C(C)C)(C\C=C(\C)/CCC=C(C)C)C\C=C(\C)/CCC=C(C)C)(C\C=C(\C)/CCC=C(C)C)C\C=C(\C)/CCC=C(C)C)(C\C=C(\C)/CCC=C(C)C)C\C=C(\C)/CCC=C(C)C)C\C=C(\C)/CCC=C(C)C)C\C=C(\C)/CCC=C(C)C)(C\C=C(\C)/CCC=C(C)C)C\C=C(\C)/CCC=C(C)C)(C\C=C(\C)/CCC=C(C)C)C\C=C(\C)/CCC=C(C)C)(C\C=C(\C)/CCC=C(C)C)C\C=C(\C)/CCC=C(C)C)C\C=C(\C)/CCC=C(C)C tricosanerylperylene